P(OCC(CCCC)CC)(OCC(CCCC)CC)O Bis(2-ethyl hexyl) hydrogen phosphite